ClC=1C(=CC(=NC1)OC)C1=CC(=NN1)C(=O)N1CCC(CC1)C(=O)N[C@@H]1CCOC2=C1C(=CC=C2F)F 1-[5-(5-chloro-2-methoxypyridin-4-yl)-1H-pyrazole-3-carbonyl]-N-[(4R)-5,8-difluoro-3,4-dihydro-2H-1-benzopyran-4-yl]piperidine-4-carboxamide